S(=O)(=O)([O-])[O-].C(CCCCCCCCCCCCCCCCC)C([NH+](CCO)CC)CCCCCCCCCCCCCCCCCC.C(CCCCCCCCCCCCCCCCC)C(CCCCCCCCCCCCCCCCCC)[NH+](CC)CCO distearyl-ethyl-hydroxyethyl-methyl-ammonium sulfate